O1COC2=C1C=CC(=C2)C(CC(=O)O)C2=CC1=CC(=CC=C1C=C2)OCC(=O)NCC(C)C 3-(benzo[d][1,3]dioxol-5-yl)-3-(7-(2-(isobutylamino)-2-oxoethoxy)naphthalen-2-yl)propanoic acid